C(CCCCCCCCC)C(C(=O)OCCCCOC(N(CCCN(CCCCOC(C(CCCCCCCCCCCC)CCCCCCCCCC)=O)C)CCCN(C)C)=O)CCCCCCCCCCCC {3-[(2-decyl-1-oxotetradecyl) oxy] propyl}-7-[3-(dimethylamino) propyl]-11-methyl-6-oxo-7,11-diaza-5-oxadodec-1-yl 2-decyltetradecanoate